lithium 5-(((tert-butoxycarbonyl)(2-((tert-butyldimethylsilyl)oxy)ethyl)amino)methyl)-6-methoxypicolinate C(C)(C)(C)OC(=O)N(CCO[Si](C)(C)C(C)(C)C)CC=1C=CC(=NC1OC)C(=O)[O-].[Li+]